FC=1C=C(C=CC1F)C=1N=C(SC1)N(C)C1=C(N=C2N1C=C(C=C2)I)CC [4-(3,4-Difluoro-phenyl)-thiazol-2-yl]-(2-ethyl-6-iodo-imidazo[1,2-a]pyridin-3-yl)-methyl-amine